COC=1C=CC=C2C=C(C(NC12)=O)C(=O)OCC ethyl 8-methoxy-2-oxo-1,2-dihydroquinoline-3-carboxylate